(E)-6-(2-((3-(6-aminopyridin-3-yl)acrylamido)methyl)-7-(trifluoromethyl)benzofuran-5-yl)-N-(4,4-difluorocyclohexyl)nicotinamide NC1=CC=C(C=N1)/C=C/C(=O)NCC=1OC2=C(C1)C=C(C=C2C(F)(F)F)C2=NC=C(C(=O)NC1CCC(CC1)(F)F)C=C2